5-(4-fluorobenzoyl)amino-3-(1-ethyl-1,2,3,6-tetrahydropyridin-4-yl)-1H-indole fumarate C(\C=C\C(=O)O)(=O)O.FC1=CC=C(C(=O)NC=2C=C3C(=CNC3=CC2)C=2CCN(CC2)CC)C=C1